4-(2-(pyridin-4-ylmethoxy)ethyl)piperidine-1-carboxylic acid tert-butyl ester C(C)(C)(C)OC(=O)N1CCC(CC1)CCOCC1=CC=NC=C1